7-(4-((1S,3R)-1-amino-5-azaspiro[2.4]heptan-5-yl)-5-chloro-6-fluoro-8-(methyl-amino)-9H-pyrido[2,3-b]indol-3-yl)-4-oxo-4H-quinolizine-3-carboxylic acid N[C@H]1C[C@]12CN(CC2)C2=C(C=NC=1NC3=C(C=C(C(=C3C12)Cl)F)NC)C1=CN2C(C(=CC=C2C=C1)C(=O)O)=O